ClC=1C=CC=C2C=CC(=NC12)NC1=CC2=C(OCCO2)C=C1 8-chloro-N-(2,3-dihydrobenzo[b][1,4]dioxin-6-yl)quinolin-2-amine